(E)-3-((3-ethyl-3-isopropyl-7-(methylthio)-1,1-dioxido-5-phenyl-2,3,4,5-tetrahydro-1,5-benzothiazepin-8-yl)oxy)acrylic acid C(C)C1(CS(C2=C(N(C1)C1=CC=CC=C1)C=C(C(=C2)O/C=C/C(=O)O)SC)(=O)=O)C(C)C